N(=[N+]=[N-])[C@](C)(CC)C1=CN=C(C2=CN=C(C=C12)Cl)O[C@@H]1C[C@@H](C1)CS(=O)(=O)C 4-((R)-2-Azidobutan-2-yl)-6-chloro-1-(cis-3-((methylsulfonyl)methyl)cyclobutoxy)-2,7-naphthyridine